2-methylpropyl pivalate C(C(C)(C)C)(=O)OCC(C)C